(4R)-4-benzyl-3-[(2R,3R)-3-(3,5-dimethoxy-4-methyl-phenyl)-3-hydroxy-2-inden-2-yloxy-propionyl]oxazolidin-2-one C(C1=CC=CC=C1)[C@H]1N(C(OC1)=O)C([C@@H]([C@H](O)C1=CC(=C(C(=C1)OC)C)OC)OC=1CC2=CC=CC=C2C1)=O